3-[3-[(2,6-dimethoxybenzoyl)amino]-4-propoxyphenyl]propionic acid COC1=C(C(=O)NC=2C=C(C=CC2OCCC)CCC(=O)O)C(=CC=C1)OC